ClC1=C(OCC=2C=C(C=CC2)C(C2CCN(CC2)C(=O)OC(C)(C)C)(F)F)C=CC(=C1)C tert-Butyl 4-((3-((2-chloro-4-methylphenoxy)methyl)phenyl)difluoromethyl)piperidine-1-carboxylate